S1SCCC2=C1C=CC=C2 benzodithian